NC1=NC2=NC=C(C=C2C2=C1CCC2)C(=O)N(CC2=NC=C(C=C2)C(F)(F)F)[C@H](C)C2=NC=CC=N2 6-amino-N-((1R)-1-(2-pyrimidinyl)ethyl)-N-((5-(trifluoromethyl)-2-pyridinyl)methyl)-8,9-dihydro-7H-cyclopenta[c][1,8]naphthyridine-2-carboxamide